ClC=1C=CC=C2CC[C@H]([C@H](C12)NC([O-])=O)NC([O-])=O (1S,2R)-8-Chloro-1,2,3,4-tetrahydronaphthalin-1,2-diyl-dicarbamat